tert-butyl 4-[4-[[1-[1-(2,6-dioxo-3-piperidyl)-3-isopropyl-2-oxo-benzimidazol-5-yl]-4-piperidyl]oxy]cyclohexoxy]piperidine-1-carboxylate O=C1NC(CCC1N1C(N(C2=C1C=CC(=C2)N2CCC(CC2)OC2CCC(CC2)OC2CCN(CC2)C(=O)OC(C)(C)C)C(C)C)=O)=O